N-(2-Chloro-3-{(4S)-2-imino-4-methyl-1-[(2R*,4R*)-2-methyl-tetrahydropyran-4-yl]-6-oxo-hexahydropyrimidin-4-yl}phenyl)-4-methylpyridine-3-carboxamide trifluoroacetic acid salt FC(C(=O)O)(F)F.ClC1=C(C=CC=C1[C@]1(NC(N(C(C1)=O)[C@H]1C[C@H](OCC1)C)=N)C)NC(=O)C=1C=NC=CC1C |o1:21,23|